COC1CC(C1)=O 3-methoxycyclobutanone